7-benzyloxy-1-chloro-4-(4-fluorophenyl)-3-isopropyl-isoquinoline C(C1=CC=CC=C1)OC1=CC=C2C(=C(N=C(C2=C1)Cl)C(C)C)C1=CC=C(C=C1)F